Hydroxy-3-(oxetan-2-ylmethyl)-3H-imidazo[4,5-c]Pyridine-6-carboxamidine OC1=NC2=C(C=NC(=C2)C(=N)N)N1CC1OCC1